4-(dimethylamino)-4-oxo-but-2-enoic acid CN(C(C=CC(=O)O)=O)C